BrC1=CC2=C(NC(=NC=3N2N=CC3Cl)C3=C(C=CC=C3F)Cl)C=C1 9-bromo-3-chloro-5-(2-chloro-6-fluoro-phenyl)-6H-pyrazolo[1,5-a][1,3,5]benzotriazepine